C1(CCCC1)CN1C[C@@H](CCC1)NC(CN1N=C(N2C(C1=O)=CC1=C2SC=C1)C(C)C)=O (R)-N-(1-(cyclopentylmethyl)piperidin-3-yl)-2-(8-isopropyl-5-oxothieno[3',2':4,5]pyrrolo[1,2-d][1,2,4]triazin-6(5H)-yl)acetamide